4-((bis(4-methoxyphenyl)(phenyl)methyl)amino)-1-((2R,5S)-5-(((tert-butyldimethylsilyl)oxy)methyl)-2,5-dihydrofuran-2-yl)-5-fluoropyrimidin-2(1H)-one COC1=CC=C(C=C1)C(C1=CC=CC=C1)(C1=CC=C(C=C1)OC)NC1=NC(N(C=C1F)[C@@H]1O[C@@H](C=C1)CO[Si](C)(C)C(C)(C)C)=O